3,5-bistrifluoromethyl-benzoic acid FC(C=1C=C(C(=O)O)C=C(C1)C(F)(F)F)(F)F